C(C1=CC=CC=C1)NC(C(C1=CC=CC=C1)N(C(C#C)=O)C1=CC(=CC=C1)Cl)=O N-[2-(benzylamino)-2-oxo-1-phenylethyl]-N-(3-chlorophenyl)prop-2-ynamide